BrC=1C(=C2C(=NC1)N(C=C2)C(=O)OC(C)(C)C)N[C@H]2CN(CCC2)C(=O)OC(C)(C)C tert-butyl (R)-5-bromo-4-((1-(tert-butoxycarbonyl)piperidin-3-yl)amino)-1H-pyrrolo[2,3-b]pyridine-1-carboxylate